O1C2=C(NCC1)N=C(C=C2)CN2CC1(CCN(C1)C[C@@H](CC(=O)OC)C1=CC(=CC=C1)N1N=C(C=C1C)C)CC2 methyl (3S)-4-(7-((3,4-dihydro-2H-pyrido[3,2-b][1,4]oxazin-6-yl)methyl)-2,7-diazaspiro[4.4]nonan-2-yl)-3-(3-(3,5-dimethyl-1H-pyrazol-1-yl)phenyl)butyrate